C(C)(C)(C)OC(=O)N1CCN(CC1)C1=C(C=C(C(=C1)OC)NC1C(NC(CC1)=O)=O)F.C(C)OP(C1=CC=C(C=C1)OC)C1=CC=C(C=C1)OC ethoxybis(4-methoxyphenyl)phosphine tert-butyl-4-[4-[(2,6-dioxo-3-piperidyl)amino]-2-fluoro-5-methoxy-phenyl]piperazine-1-carboxylate